7-(quinolin-2-yl)-2,2-dimethyl-4H-[1,3]-dioxino[5,4-c]pyridin-4-one N1=C(C=CC2=CC=CC=C12)C1=CC2=C(C=N1)C(OC(O2)(C)C)=O